2-(4-cyclopropyl-6-methoxypyrimidin-5-yl)-6-(3-methoxy-1-methylpyrazol-4-yl)pyrido[2,3-d]pyrimidin-7-one C1(CC1)C1=NC=NC(=C1C=1N=CC=2C(N1)=NC(C(C2)C=2C(=NN(C2)C)OC)=O)OC